C(C1=CC=CC=C1)OC1=CC=C(C=C1)C1CCN(CC1)C=1C=CC(=C2C(=NN(C12)COCC[Si](C)(C)C)C#N)C 7-{4-[4-(benzyloxy)phenyl]piperidin-1-yl}-4-methyl-1-{[2-(trimethylsilyl)ethoxy]methyl}-1H-indazole-3-carbonitrile